2-bromo-1,3-difluoro-5-(trifluoromethyl)benzene BrC1=C(C=C(C=C1F)C(F)(F)F)F